C(C)C1=CC(=NN1)C1=CN=C2N1N=C(C=C2)NC21CCC(CC2)(C1)O 4-((3-(5-ethyl-1H-pyrazol-3-yl)imidazo[1,2-b]pyridazin-6-yl)amino)bicyclo[2.2.1]heptan-1-ol